4-ethyl-1-(1H-pyrazol-3-yl)-1H-pyrazol C(C)C=1C=NN(C1)C1=NNC=C1